C(C)(C)N1N=C(C2=NC(=CC(=C21)NCC=2C(=NC=CC2)OC)C=2C(=NC=CC2)OC)C 1-isopropyl-5-(2-methoxy-3-pyridyl)-N-[(2-methoxy-3-pyridyl)methyl]-3-methyl-pyrazolo[4,3-b]pyridin-7-amine